NC=1N=C(SC1C(=O)C1=NC(=NO1)C1=CC(=CC=C1)F)N(C1=CC=C(C=C1)F)C(C(=O)N)C (N-[4-amino-5-[3-(3-fluorophenyl)-1,2,4-oxadiazole-5-carbonyl]thiazol-2-yl]-4-fluoro-anilino)propanamide